FC(OC1=C(C=O)C=CC(=C1)C1=NNC=C1)F 2-(difluoromethoxy)-4-(1H-pyrazol-3-yl)benzaldehyde